C1(CC1)[C@H](CC(=O)OCC)C1=CC(=NC=C1)OCC1CCN(CC1)C1=C(C=CC(=C1)OC)C(N(C1=NC(=CC=C1)C)CC(CCCCCCCCCCCCCCCCCC=O)(C)C)=O ethyl (S)-3-cyclopropyl-3-(2-((1-(2-((2,2-dimethyl-20-oxoicosyl)(6-methylpyridin-2-yl)carbamoyl)-5-methoxyphenyl)piperidin-4-yl)methoxy) pyridin-4-yl)propanoate